O1[C@H](COCC1)COC1=NNC2=NC=C(C=C21)N2C[C@@H]([C@@H](CC2)N(C(=O)NC=2C(N(C=C(C2)C(F)(F)F)C)=O)C)F 1-((3S,4R)-1-(3-(((R)-1,4-dioxan-2-yl)methoxy)-1H-pyrazolo[3,4-b]pyridin-5-yl)-3-fluoropiperidin-4-yl)-1-methyl-3-(1-methyl-2-oxo-5-(trifluoromethyl)-1,2-dihydropyridin-3-yl)urea